6-bromo-1,5-dihydropyrido[3,4-e][1,4]oxazepin-2(3H)-one BrC1=CN=CC=2NC(COCC21)=O